C1(CC1)C=1C=CC(=NC1F)C(NC(=O)C1N(CC(C1)F)C(CN1N=NN=C1C(F)F)=O)C1=C(C=CC=C1)F N-[(5-cyclopropyl-6-fluoropyridin-2-yl)(2-fluorophenyl)methyl]-1-{2-[5-(difluoromethyl)-1H-1,2,3,4-tetrazol-1-yl]acetyl}-4-fluoropyrrolidine-2-carboxamide